CC(CCCCCCCC(C)O)CCCC 10-Methyl-2-tetradecanol